FC(OC1=C(C=C(C=C1)OC1=CC=CC=C1)C1=NNC=C1NC(=O)C=1C=NN2C1N=CC=C2)F N-(3-(2-(difluoromethoxy)-5-phenoxyphenyl)-1H-pyrazol-4-yl)pyrazolo[1,5-a]pyrimidine-3-carboxamide